β-Carboline C1=NC=CC=2C3=CC=CC=C3NC12